3-bromo-4-(2,4-Difluorophenoxy)benzaldehyde BrC=1C=C(C=O)C=CC1OC1=C(C=C(C=C1)F)F